4-[[(1S,2S)-4,6-dichloro-2-(4-methylpiperazin-1-yl)-2,3-dihydro-1H-inden-1-yl]oxy]benzene ClC1=C2C[C@@H]([C@H](C2=CC(=C1)Cl)OC1=CC=CC=C1)N1CCN(CC1)C